aluminum trihydroxide [OH-].[OH-].[OH-].[Al+3]